4-azido-1,8-naphthalic anhydride C1=CC2=C(C=CC3=C2C(=C1)C(=O)OC3=O)N=[N+]=[N-]